ClC=1C(=NC(=NC1)NC1CC(N(CC1)C)=O)C1=CC=C2CN(C(C2=C1)=O)[C@@H](C(=O)N[C@H](CO)C1=CC(=CC=C1)C)C (2R)-2-(6-{5-chloro-2-[(1-methyl-2-oxopiperidin-4-yl)amino]pyrimidin-4-yl}-1-oxo-2,3-dihydro-1H-isoindol-2-yl)-N-[(1S)-2-hydroxy-1-(3-methylphenyl)ethyl]propanamide